CN1N=NC(=C1C=1C=C2C(=NC1)C1=C(N2C(C2CCOCC2)C2=CC=CC=C2)C(=NN1C)C(CC)(CC)O)C 3-(6-(1,4-dimethyl-1H-1,2,3-triazol-5-yl)-1-methyl-4-(phenyl-(tetrahydro-2H-pyran-4-yl)methyl)-1,4-dihydropyrazolo[3',4':4,5]Pyrrolo[3,2-b]Pyridin-3-yl)pentan-3-ol